CC=1N(C(=CC1C(=O)OCC)C)C1=CC=C(C=C1)C Ethyl 2,5-dimethyl-1-(p-tolyl)-1H-pyrrole-3-carboxylate